(2-(N-propenamido-3-chloropyridin-4-yl)oxy-3-fluorophenyl)-1-phenyl-5-(trifluoromethyl)-1H-imidazole-4-carboxamide C(C=C)(=O)NN1CC(=C(C=C1)OC1=C(C=CC=C1F)C=1N(C(=C(N1)C(=O)N)C(F)(F)F)C1=CC=CC=C1)Cl